4-(6-aminopyridin-3-yl)piperazin-2-one NC1=CC=C(C=N1)N1CC(NCC1)=O